C1(CC1)C1=NC(=CC(=N1)N1CC2(C=3C=NC(=CC31)NC(C)=O)CC2)C N-(1'-(2-cyclopropyl-6-methylpyrimidin-4-yl)-1',2'-dihydrospiro[cyclopropane-1,3'-pyrrolo[3,2-c]pyridin]-6'-yl)acetamide